C(C1=CC=CC=C1)O[C@@H]1CO[C@H]2[C@@H]1OC[C@H]2OC2=CC=C(C=C2)B2OC(C(O2)(C)C)(C)C 2-(4-(((3R,3aR,6R,6aR)-6-(benzyloxy)hexahydrofuro[3,2-b]furan-3-yl)oxy)phenyl)-4,4,5,5-tetramethyl-1,3,2-dioxaborolane